[Cl-].[Dy+3].[Cl-].[Cl-] dysprosium chloride